C(C)(C)(C)OC(N[C@H]1C2(CN3N=CC(=C31)Cl)CCN(CC2)C2=NC=C(C=3N2C=CN3)Br)=O (S)-(1-(8-Bromoimidazo[1,2-c]pyrimidin-5-yl)-3'-chloro-4'H,6'H-spiro[piperidine-4,5'-pyrrolo[1,2-b]pyrazol]-4'-yl)carbamic acid tert-butyl ester